[Pd].N1=C(C=CC2=CC=CC=C12)C=O Quinolineformaldehyde palladium